C1(CC1)N(C1=C(C(=NC=N1)NC1CCC2CN(CC21)S(=O)(=O)C)F)CC2=CC=C(C=C2)C(F)(F)F N6-cyclopropyl-5-fluoro-N4-(2-methylsulfonyl-3,3a,4,5,6,6a-hexahydro-1H-cyclopenta[c]pyrrol-4-yl)-N6-[[4-(trifluoromethyl)phenyl]methyl]pyrimidine-4,6-diamine